2-(3-chloropyridin-2-yl)-4,5-dihydrothiazol-4-ol ClC=1C(=NC=CC1)C=1SCC(N1)O